((8-((tert-butoxycarbonyl)amino)octyl)oxy)acetic acid C(C)(C)(C)OC(=O)NCCCCCCCCOCC(=O)O